FC(CC)(F)C=1C=C(C=CC1)NC(=O)C1C(=NN(C1=O)C1=CC(=C(C=C1)OC)C1=NC=CC(=C1)C)C N-(3-(1,1-difluoropropyl)phenyl)-1-(4-methoxy-3-(4-methylpyridin-2-yl)phenyl)-3-methyl-5-oxo-4,5-dihydro-1H-pyrazole-4-carboxamide